((2-(3'-(5-((5-azaspiro[2.3]hexan-5-yl)methyl)-6-(difluoromethoxy)benzo[d]oxazol-2-yl)-2,2'-dimethyl-[1,1'-biphenyl]-3-yl)-6-(difluoromethoxy)benzo[d]oxazol-5-yl)methyl)-L-proline C1CC12CN(C2)CC=2C(=CC1=C(N=C(O1)C=1C(=C(C=CC1)C1=C(C(=CC=C1)C=1OC3=C(N1)C=C(C(=C3)OC(F)F)CN3[C@@H](CCC3)C(=O)O)C)C)C2)OC(F)F